N,N-dimethylmonoethanolamine CN(CCO)C